COC1=C(C=CC=C1)B(O)O (2-methoxyphenyl)boronic acid